ClC1=CC=C(C=C1)C1(OC(=C(C1=O)OC(C)=O)NC(C1=CC=CC=C1)=O)C N-(2-(4-chlorophenyl)-2-methyl-4-acetoxy-3(2H)-furanone-5-yl)-benzamide